C(#N)C=1C(=CC=NC1)NC(C)C=1SC(=CC1)C 5-cyano-4-((1-(5-methylthiophen-2-yl)ethyl)amino)pyridin